FC1(CCN(CCC1)C1=C(C(=O)NC2=CC(=CC=C2)S(=O)(=N)C)C(=C(C=N1)C(F)(F)F)C)F 2-(4,4-difluoroazepan-1-yl)-4-methyl-N-(3-(S-methylsulfonimidoyl)phenyl)-5-(trifluoromethyl)nicotinamide